NC=1C(N(C2=C(N1)SC(=C2)CNC2CCN(CC2)CC(CN2N=CN=C2)(C2=CC=CC=C2)O)C2=CC1=C(OCCN1C1=CC=CC=C1)C=C2)=O 3-amino-6-(((1-(2-hydroxy-2-phenyl-3-(1H-1,2,4-triazol-1-yl)propyl)piperidin-4-yl)amino)methyl)-1-(4-phenyl-3,4-dihydro-2H-benzo[b][1,4]oxazin-6-yl)thieno[2,3-b]pyrazin-2(1H)-one